5-[3-[3-[6-(3-chlorophenoxy)-3-pyridyl]azetidin-1-yl]-3-oxo-propyl]-5-methyl-pyrrolidin-2-one ClC=1C=C(OC2=CC=C(C=N2)C2CN(C2)C(CCC2(CCC(N2)=O)C)=O)C=CC1